C(C)(C)(C)OC(=O)N1C(CC1)OC1=CC(=CC=C1)CO (3-(hydroxymethyl)phenoxy)azetidine-1-carboxylic acid tert-butyl ester